C1(=C(C(OC([2H])([2H])[2H])=C2C=3[C@@]45[C@@](O2)(C(=O)CC[C@@]4(O)[C@@H](CC13)N(C)CC5)[2H])[2H])[2H] [2H6]-oxycodone